(1R,2R,3S)-2-amino-3-(3-bromo-5-chloro-7-((thiophen-2-ylmethyl)amino)thieno[3,2-b]pyridin-2-yl)cyclohexan-1-ol trifluoroacetate FC(C(=O)O)(F)F.N[C@H]1[C@@H](CCC[C@@H]1C1=C(C2=NC(=CC(=C2S1)NCC=1SC=CC1)Cl)Br)O